6-cyclopropyl-N-(7-methoxy-4-(1-methyl-3-(thiophen-3-yl)-1H-pyrazol-4-yl)quinazolin-6-yl)nicotinamide C1(CC1)C1=NC=C(C(=O)NC=2C=C3C(=NC=NC3=CC2OC)C=2C(=NN(C2)C)C2=CSC=C2)C=C1